C(O)C(C(=O)OCC)(CC)CO ethyl 2,2-dimethylolbutyrate